5-chloro-7-(5-cyano-2-methoxy-phenyl)-N-[(1R,3S)-3-hydroxycyclopentyl]benzofuran-2-carboxamide ClC=1C=C(C2=C(C=C(O2)C(=O)N[C@H]2C[C@H](CC2)O)C1)C1=C(C=CC(=C1)C#N)OC